N1(CCOCC1)CCOC1=CC=C(N)C=C1 4-(2-morpholin-4-ylethoxy)aniline